N1(CCC1)C(=O)C1(CC(C1)NC1=NN2C(C(=N1)OC)=C(C=C2)C=2C=CC1=C(N(C(=N1)C)CC(F)F)C2)C azetidin-1-yl-((1r,3r)-3-((5-(1-(2,2-difluoroethyl)-2-methyl-1H-benzo[d]imidazol-6-yl)-4-methoxypyrrolo[2,1-f][1,2,4]triazin-2-yl)amino)-1-methylcyclobutyl)methanone